ClC=1C(=NC=CC1)OC[C@]1(N(CCC1)C1=C(C=C2C(C(=CN(C2=N1)C=1C=NC(=CC1)N1CC(C1)N(C)C)C(=O)O)=O)F)C (S)-7-(2-(((3-chloropyridin-2-yl)oxy)methyl)-2-methylpyrrolidin-1-yl)-1-(6-(3-(dimethylamino)azetidin-1-yl)pyridin-3-yl)-6-fluoro-4-oxo-1,4-dihydro-1,8-naphthyridine-3-carboxylic acid